6-amino-9-{1'-[1-(4-aminophenyl)azetidin-3-yl]-[1,4'-bipiperidin]-4-yl}-7-(4-phenoxyphenyl)purin-8-one NC1=C2N(C(N(C2=NC=N1)C1CCN(CC1)C1CCN(CC1)C1CN(C1)C1=CC=C(C=C1)N)=O)C1=CC=C(C=C1)OC1=CC=CC=C1